C(C1=CN=CC=C1)(=O)[O-] nicotinat